N-(4,5-Dimethoxy-2-((4-(2-(((1-methyl-1H-indol-6-yl)methyl)(thiazol-5-ylmethyl)amino)ethyl)phenyl)carbamoyl)phenyl)-4-oxo-4H-chromene-2-carboxamide COC1=CC(=C(C=C1OC)NC(=O)C=1OC2=CC=CC=C2C(C1)=O)C(NC1=CC=C(C=C1)CCN(CC1=CN=CS1)CC1=CC=C2C=CN(C2=C1)C)=O